[Cl-].CO[Si](CCC[N+](CCCCCCCCCCCCCC)(C)C)(OC)OC 3-(trimethoxysilyl)-propyl-dimethyltetradecyl-ammonium chloride